CC(C1=CC(=CC(=C1)OC)OC)(C)OC(=O)CN [[(α,α-dimethyl-3,5-dimethoxybenzyl)oxy]carbonyl]methylamine